BrC=1C=C(C=C2C(C(=C(OC12)C1CCC(CC1)(F)F)C)=O)C 8-bromo-2-(4,4-difluorocyclohexyl)-3,6-dimethyl-chromen-4-one